N=1C=NN2C1C=C(C=C2)OC2=C(C=C(C=C2)NC2=NC=NN1C2=C(N=C1)C=1CCN(CC1)C(=O)OC(C)(C)C)C tert-butyl 4-(4-((4-([1,2,4]triazolo[1,5-a]pyridin-7-yloxy)-3-methylphenyl)amino)imidazo[5,1-f][1,2,4]triazin-5-yl)-3,6-dihydropyridine-1(2H)-carboxylate